The molecule is an acyl-CoA(4-) arising from deprotonation of the phosphate and diphosphate OH groups of (3E,5Z)-tetradecadienoyl-CoA. It is a polyunsaturated fatty acyl-CoA(4-) and a (3E,5Z)-dienoyl-CoA(4-). It is a conjugate base of a (3E,5Z)-tetradecadienoyl-CoA. CCCCCCCC/C=C\\C=C\\CC(=O)SCCNC(=O)CCNC(=O)[C@@H](C(C)(C)COP(=O)([O-])OP(=O)([O-])OC[C@@H]1[C@H]([C@H]([C@@H](O1)N2C=NC3=C(N=CN=C32)N)O)OP(=O)([O-])[O-])O